methyl (S)-3-methyl-7-((3-methylpiperidin-1-yl) methyl)-1-((2-(trimethylsilyl) ethoxy) methyl)-1H-pyrrolo[3,2-b]pyridine-5-carboxylate CC1=CN(C=2C1=NC(=CC2CN2C[C@H](CCC2)C)C(=O)OC)COCC[Si](C)(C)C